C1(=CC=CC=C1)P(C1=CC=C(C=C1)C)C1=CC=CC=C1 diphenyl-(p-tolyl)phosphine